N-(3-Chlorophenyl)-N-(2-((4-fluorobenzyl)amino)-2-oxo-1-phenylethyl)-propiolamide ClC=1C=C(C=CC1)N(C(C#C)=O)C(C(=O)NCC1=CC=C(C=C1)F)C1=CC=CC=C1